2,3,4,6-tetramethylglucose C[C@@](C=O)(O)[C@@](O)([C@](O)([C@H](O)C(O)C)C)C